FC(C)(F)C1=NC(=CC(=N1)C1=CN(C2=CN=C(C=C21)NC(C)=O)[C@H]2[C@@H](C2)F)C |r| rac-N-(3-(2-(1,1-difluoroethyl)-6-methylpyrimidin-4-yl)-1-((1R,2R)-2-fluorocyclopropyl)-1H-pyrrolo[2,3-c]pyridin-5-yl)acetamide